fluoro-3-chlorobenzenesulfonyl chloride FC1=C(C=CC=C1Cl)S(=O)(=O)Cl